C(C(C)C)C=1N=CSC1 4-isobutyl-thiazol